N-(5-(N-(5-chloro-3-fluoropyridin-2-yl)sulfamoyl)-6-methoxypyridin-3-yl)-2-phenyloxazole-4-carboxamide ClC=1C=C(C(=NC1)NS(=O)(=O)C=1C=C(C=NC1OC)NC(=O)C=1N=C(OC1)C1=CC=CC=C1)F